Ethyl (S)-3-amino-3-(2'-(benzyloxy)-4-fluoro-5,6'-dimethyl-[1,1'-biphenyl]-3-yl)propanoate hydrochloride Cl.N[C@@H](CC(=O)OCC)C=1C=C(C=C(C1F)C)C1=C(C=CC=C1C)OCC1=CC=CC=C1